(6-bromo-7-(2-hydroxypropan-2-yl)pyrazolo[1,5-a]pyridin-3-yl)methanone BrC=1C=CC=2N(C1C(C)(C)O)N=CC2C=O